Tert-butyl 3-(7-(3-(benzyloxy) naphthalen-1-yl)-2-(((S)-1-methylpyrrolidin-2-yl) methoxy)-5,6,7,8-tetrahydropyrido[3,4-d]pyrimidin-4-yl)-8-azabicyclo[3.2.1]octane-8-carboxylate C(C1=CC=CC=C1)OC=1C=C(C2=CC=CC=C2C1)N1CC=2N=C(N=C(C2CC1)C1CC2CCC(C1)N2C(=O)OC(C)(C)C)OC[C@H]2N(CCC2)C